FC=1C=C(C=CC1)C1=CC=C(C=C1)NC=1C=C(C(=O)NCC=2OC(=CC2)C)C=CC1 3-({3'-fluoro-[1,1'-biphenyl]-4-yl}amino)-N-[(5-methylfuran-2-yl)methyl]benzamide